CN1N=CC(=C1)C=1C=C2C=C(N=CC2=CC1)NC(C1=CC(=CC=C1)N1CCNCC1)=O N-(6-(1-Methyl-1H-pyrazol-4-yl)isoquinolin-3-yl)-3-(piperazin-1-yl)Benzamide